[Al].[Ag].[Cu] Copper silver aluminum